(1R,2S)-2-trifluoromethyl-aminocyclopentane silicon [Si].FC([C@@H]1[C@@H](CCC1)N)(F)F